N1C=CC2=CC=C(C=C12)NC(NC=1C=CC2=C(OCC(N2CC2=C(C(=O)N)C=CC=C2)=O)C1)=O 2-((7-(3-(1H-indol-6-yl)ureido)-3-oxo-2,3-dihydro-4H-benzo[b][1,4]oxazin-4-yl)methyl)benzamide